bromooctyl-dimethyl-hydantoin BrCCCCCCCCN1C(=O)NC(=O)C1(C)C